indene isobutyrate C(C(C)C)(=O)O.C1C=CC2=CC=CC=C12